BrC(CCC)N 1-bromobutylamine